5-(7-(difluoromethyl)-6-(1-methyl-1H-pyrazol-4-yl)-3,4-dihydroquinolin-1(2H)-yl)-7-isopropyl-N-methyl-1H-indole-3-carboxamide FC(C1=C(C=C2CCCN(C2=C1)C=1C=C2C(=CNC2=C(C1)C(C)C)C(=O)NC)C=1C=NN(C1)C)F